2-(2-fluoro-4-methylsulfonylphenyl)-N-[(3S)-9-fluoro-2-oxo-5-phenyl-1,3-dihydro-1,4-benzodiazepine-3-yl]-6,7-dihydro-5H-pyrazolo[5,1-b][1,3]Oxazine-3-carboxamide FC1=C(C=CC(=C1)S(=O)(=O)C)C1=NN2C(OCCC2)=C1C(=O)N[C@@H]1C(NC2=C(C(=N1)C1=CC=CC=C1)C=CC=C2F)=O